COC(CC1=C(C=CC(=C1)Cl)C=1NCN=C2C=CC=CC12)=O.C1(CCCCC1)[Si](OC)(OC)C cyclohexyl-(methyl)dimethoxysilane methyl-2-(4(3H)-quinazolinyl)-5-chlorophenylacetate